O=C1NC(CCC1N1C(C2=CC=C(C=C2C1)NC1CCN(CC1)CCOCCOCCNC(OC(C)(C)C)=O)=O)=O 1-Tert-butyl N-[2-[2-[2-[4-[[2-(2,6-dioxo-3-piperidyl)-1-oxo-isoindolin-5-yl]amino]-1-piperidyl] ethoxy]ethoxy]ethyl]carbamate